C1COCCN1CCOCCN2CCOCC2 2,2'-dimorpholinodiethyl ether